FC(OC1=CC=CC=N1)F 6-(Difluoro-methoxy)pyridin